7-((4-(2-ethylmorpholino)-2-methylphenyl)amino)-4-methyl-2H-benzo[b][1,4]oxazin-3(4H)-one C(C)C1OCCN(C1)C1=CC(=C(C=C1)NC=1C=CC2=C(OCC(N2C)=O)C1)C